6-(cyclopropanecarboxamido)-4-((2-cyclopropyl-3,5-dimethyl-4,5-dihydro-3H-imidazo[4,5-c][1,7]naphthyridin-6-yl)amino)-N-(methyl-d3)pyridazine-3-carboxamide C1(CC1)C(=O)NC1=CC(=C(N=N1)C(=O)NC([2H])([2H])[2H])NC1=NC=CC=2C3=C(CN(C12)C)N(C(=N3)C3CC3)C